DL-β-hydroxyhexadecanoic acid OC(CC(=O)O)CCCCCCCCCCCCC